phenethyl 3,3-difluoro-2-methylpropanoate FC(C(C(=O)OCCC1=CC=CC=C1)C)F